FC(CO)(F)C=1C=C(C(=O)OC)C=CC1F methyl 3-(1,1-difluoro-2-hydroxyethyl)-4-fluorobenzoate